3,5-dimethyl-2-[3-(1-methylpiperidin-3-yl)pyrido[2,3-b]pyrazin-6-yl]phenol CC=1C(=C(C=C(C1)C)O)C=1C=CC=2C(=NC(=CN2)C2CN(CCC2)C)N1